FC1(CC12CN(CCC2)C2C(CN(CC2)C(=O)OC(C)(C)C)F)F tert-Butyl 4-(1,1-difluoro-5-azaspiro[2.5]octan-5-yl)-3-fluoropiperidine-1-carboxylate